1-(3-(((benzyloxy)carbonyl)amino)propyl)-3-(4-bromobutyl)-2-chloro-1H-imidazol-3-ium bromide [Br-].C(C1=CC=CC=C1)OC(=O)NCCCN1C(=[N+](C=C1)CCCCBr)Cl